N1C=C(C2=CC=CC=C12)NC(NC1=CC2=C(SCC(N2CC=2C=C(C(=O)N)C=CC2)=O)C=C1)=O 3-((6-(3-(1H-indol-3-yl)ureido)-3-oxo-2,3-dihydro-4H-benzo[b][1,4]thiazin-4-yl)methyl)benzamide